ClC=1C2=C(NC1)N(C=C2)[Si](C(C)C)(C(C)C)C(C)C 4-chloro-1-(triisopropylsilyl)-1H-pyrrolo[2,3-b]pyrrole